BrC=1C=C(C=CC1)COC=1C(=NC=C(C1)F)C=1C=C(SC1C)C(=O)OC methyl 4-{3-[(3-bromophenyl)methoxy]-5-fluoropyridin-2-yl}-5-methylthiophene-2-carboxylate